4-fluoro-2-(piperidin-4-yl)phenol hydrochloride Cl.FC1=CC(=C(C=C1)O)C1CCNCC1